methyl (1R,2R,4R)-2-acetamido-2-(tert-butylcarbamoyl)-4-(2-(4,4,5,5-tetramethyl-1,3,2-dioxaborolan-2-yl)ethyl)-cyclohexane-1-carboxylate C(C)(=O)N[C@]1([C@@H](CC[C@H](C1)CCB1OC(C(O1)(C)C)(C)C)C(=O)OC)C(NC(C)(C)C)=O